N,N'-diethylaniline CCC1=CC=CC=C1NCC